((3'-methyl-4-pentyl-[1,1'-biphenyl]-2,6-diyl)bis(oxy))bis(methylene) diacetate C(C)(=O)OCOC1=CC(=CC(=C1C1=CC(=CC=C1)C)OCOC(C)=O)CCCCC